Methylenbisnaphthalensulfonat C(C1=C(C2=CC=CC=C2C=C1)S(=O)(=O)[O-])C1=C(C2=CC=CC=C2C=C1)S(=O)(=O)[O-]